isopropyloxycarboxylic acid C(C)(C)OC(=O)O